CC1(OB(OC1(C)C)C=1C=C(C=CC1)C1=CC=CC(=N1)C=1N=C2C=CC=CC2=C2C=CC=CC12)C 6-(6-(3-(4,4,5,5-tetramethyl-1,3,2-dioxaborolan-2-yl)phenyl)pyridin-2-yl)phenanthridine